N-(5-((3-(4-(7-fluoroquinolin-4-yl)piperidin-1-carbonyl)piperidin-1-yl)sulfonyl)pyridin-2-yl)acetamide FC1=CC=C2C(=CC=NC2=C1)C1CCN(CC1)C(=O)C1CN(CCC1)S(=O)(=O)C=1C=CC(=NC1)NC(C)=O